4-{4-[6-(1-carbamimidoyl-1,2,3,6-tetrahydropyridin-4-yl)-1,2,3,4-tetrahydroquinoline-1-carbonyl]-2-fluorophenyl}-1,2,3,6-tetrahydropyridine-1-carboximidamide C(N)(=N)N1CCC(=CC1)C=1C=C2CCCN(C2=CC1)C(=O)C1=CC(=C(C=C1)C=1CCN(CC1)C(N)=N)F